C(C)(CC)C1C(NC2=C(CN1C(=O)NCCS(=O)C)C=CC=C2)=O 3-(sec-butyl)-N-(2-(methylsulfinyl)ethyl)-2-oxo-1,2,3,5-tetrahydro-4H-benzo[1,4]diazepine-4-carboxamide